4-methyl-11-azatricyclo[6.2.1.02,7]Undec-2,4,6,9-tetraene hydrochloride Cl.CC=1C=C2C3C=CC(C2=CC1)N3